4-((2-chlorophenyl)amino)-2-cyclopropylthiazole-5-carboxylic acid ClC1=C(C=CC=C1)NC=1N=C(SC1C(=O)O)C1CC1